2-oxa-7-azaspiro[3.5]nonan-5-ol C1OCC12C(CNCC2)O